3-vinylpicolinamide C(=C)C=1C(=NC=CC1)C(=O)N